1,2,5-trimethylpiperidine CN1C(CCC(C1)C)C